1-[(2R,6S)-6-[[bis(4-methoxy-phenyl)-phenyl-methoxy]methyl]-6-(triisopropylsilyloxymethyl)-morpholin-2-yl]-5-methyl-pyrimidine-2,4-dione COC1=CC=C(C=C1)C(OC[C@]1(O[C@H](CNC1)N1C(NC(C(=C1)C)=O)=O)CO[Si](C(C)C)(C(C)C)C(C)C)(C1=CC=CC=C1)C1=CC=C(C=C1)OC